CC/C=C\C/C=C\C/C=C\C/C=C\C/C=C\CCCCCC(=O)OCC ethyl (7Z,10Z,13Z,16Z,19Z)-docosapentaenoate